C(#N)C(C)CCCCCC(C)C#N 2,8-dicyano-nonane